5-{4-amino-5-[(4,4-difluoropiperidin-1-yl)methyl]pyrrolo[2,1-f][1,2,4]triazin-7-yl}-N-[(3R,4S)-1-(3,5-difluorobenzoyl)-4-fluoropyrrolidin-3-yl]-2-methoxypyridine-3-carboxamide NC1=NC=NN2C1=C(C=C2C=2C=C(C(=NC2)OC)C(=O)N[C@@H]2CN(C[C@@H]2F)C(C2=CC(=CC(=C2)F)F)=O)CN2CCC(CC2)(F)F